ClC=1C=C(C=CC1)N1N=C(C(=C1)/C=C/C(=O)N[C@@H](CC1=CNC2=CC=CC=C12)C(=O)O)C1=CC=C(C=C1)OC (E)-(3-(1-(3-chlorophenyl)-3-(4-methoxyphenyl)-1H-pyrazol-4-yl)acryloyl)-L-tryptophan